tert-butyl {[1-(methoxymethyl)cyclopentyl]methyl}methylcarbamate COCC1(CCCC1)CN(C(OC(C)(C)C)=O)C